ClC=1C=C(C=CC1)N(S(=O)(=O)N1CCS(CC1)(=O)=N)CC1=NC=C(C=C1)C=1OC(=NN1)C(F)F N-(3-chlorophenyl)-N-[[5-[5-(difluoromethyl)-1,3,4-oxadiazol-2-yl]-2-pyridyl]methyl]-1-imino-1-oxo-1,4-thiazinan-4-sulfonamide